C1(=C(C(=CC=C1)C1=CC=CC=C1CN)C1=CC=CC=C1CN)C1=CC=CC=C1 biphenyldibenzyl-diamine